CC(CNC(\C=C\C=C\CC\C=C\C=C\C=C\C)=O)C (2E,4E,8E,10E,12E)-N-(2-methylpropyl)-2,4,8,10,12-tetradecapentaenamide